[C@H]1(C[C@H](CC1)C(=O)OC)C(=O)OC dimethyl trans-cyclopentane-1,3-dicarboxylate